2',4'-dichloro-4,5,5',6'-tetrahydro-2H-spiro[furan-3,8'-pyrano[3,4-b]pyridine] ClC1=CC(=C2C(=N1)C1(OCC2)COCC1)Cl